S(=O)(=O)(O)NCCS(=O)(=O)O sulfotaurine